6-(2,4-dimethoxypyrimidin-5-yl)-8-[(1S,2S)-2-(4-pyridyl)cyclopropyl]imidazo[1,2-b]pyridazine COC1=NC=C(C(=N1)OC)C=1C=C(C=2N(N1)C=CN2)[C@@H]2[C@H](C2)C2=CC=NC=C2